tert-butyl 4-[(3aR,4R,6aR)-2,2-dimethyl-6-oxo-tetrahydrocyclopenta[d][1,3]dioxol-4-yl]-3-methyl-3,6-dihydro-2H-pyridine-1-carboxylate CC1(O[C@H]2[C@@H](O1)C(C[C@@H]2C=2C(CN(CC2)C(=O)OC(C)(C)C)C)=O)C